tert-butyl 3-(3,5-difluorophenyl)-2-azabicyclo[3.1.0]hexane-2-carboxylate FC=1C=C(C=C(C1)F)C1N(C2CC2C1)C(=O)OC(C)(C)C